3-chloro-N-[5-(7-fluoro-1H-benzimidazol-2-yl)-1H-pyrazol-3-yl]-4-(2-hydroxyethoxy)benzamide ClC=1C=C(C(=O)NC2=NNC(=C2)C2=NC3=C(N2)C(=CC=C3)F)C=CC1OCCO